COC(=O)C1=CC(C1)CCCOCC1=CC=CC=C1 3-(3-benzyloxypropyl)-cyclobut-1-enecarboxylic acid methyl ester